4-(4-((6-(2,6-dichlorophenyl)-5-oxo-5,6,8,9-tetrahydroimidazo[1,2-a]pyrimido[5,4-e]pyrimidin-2-yl)amino)-2-methylphenyl)-1-methylpiperidine-4-carbonitrile ClC1=C(C(=CC=C1)Cl)N1C=2N(C3=C(C1=O)C=NC(=N3)NC3=CC(=C(C=C3)C3(CCN(CC3)C)C#N)C)CCN2